2,5-dimethyl-1,3-dioxan-2-yl fluoride CC1(OCC(CO1)C)F